azobarbituric acid disodium salt [Na].[Na].N(=NC1C(NC(NC1=O)=O)=O)C1C(NC(NC1=O)=O)=O